[N+](=O)([O-])C=1C=C(C=CC1)NC1=CC=C2C(=NN(C2=C1)C1OCCCC1)C=1C=NN(C1)C1OCCCC1 N-(3-nitrophenyl)-1-(tetrahydro-2H-pyran-2-yl)-3-(1-(tetrahydro-1H-pyran-2-yl)-1H-pyrazol-4-yl)-1H-indazol-6-amine